COC1=CC=C(C=C1)C(OC[C@@H]1[C@H]([C@H]([C@@H](O1)N1C2=NC=NC(=C2N=C1)N(C(C1=CC=CC=C1)=O)C)F)O[Si](C)(C)C(C)(C)C)(C1=CC=CC=C1)C1=CC=C(C=C1)OC N-(9-((2R,3R,4R,5R)-5-((bis(4-methoxyphenyl)(phenyl)methoxy)methyl)-4-((tert-butyldimethylsilyl)oxy)-3-fluorotetrahydrofuran-2-yl)-9H-purin-6-yl)-N-methylbenzamide